C(#N)C1=CC(=C(COC2=CC=CC(=N2)N2CCC3(C(C3C3=NC4=C(N3C[C@H]3OCC3)C=C(C=C4)C(=O)OC)(F)F)CC2)C=C1)F Methyl 2-(6-(6-((4-cyano-2-fluorobenzyl) oxy) pyridin-2-yl)-2,2-difluoro-6-azaspiro[2.5]octane-1-yl)-1-(((S)-oxetan-2-yl) methyl)-1H-benzo[d]imidazole-6-carboxylate